3-methyl-butanamine CC(CCN)C